FC(C(=O)O)(F)F.N[C@@]1(CN(C[C@H]1CCCB(O)O)S(N(CCNC)C)(=O)=O)C(=O)O |r| (racemic)-trans-3-amino-4-(3-boronopropyl)-1-(N-methyl-N-(2-(methylamino)ethyl)sulfamoyl)pyrrolidine-3-carboxylic acid, 2,2,2-trifluoroacetic acid salt